3-(2-hydroxyphenyl)urea OC1=C(C=CC=C1)NC(N)=O